OCCOC1=C(C=C(C=C1)C1(C2=CC=CC=C2C=2C=CC=CC12)C1=CC(=C(C=C1)OCCO)C1CCCCC1)C1CCCCC1 9,9-bis[4-(2-hydroxyethoxy)-3-cyclohex-ylphenyl]fluorene